5-bromo-4-chloro-3,3-dideutero-2H-benzofuran BrC=1C=CC2=C(C(CO2)([2H])[2H])C1Cl